6-(2,4-dimethoxypyrimidin-5-yl)-4-((1s,2r)-2-isopropylcyclopropyl)-3-methoxypyridazine COC1=NC=C(C(=N1)OC)C1=CC(=C(N=N1)OC)[C@@H]1[C@H](C1)C(C)C